BrC1=CN2C(S1)=NC(=C2)Br 2,6-dibromoimidazo[2,1-b][1,3]thiazole